4-(benzoxazolyloxy)cyclohexanone O1C(=NC2=C1C=CC=C2)OC2CCC(CC2)=O